FC1(CCC(CC1)C(=O)N)F 4,4-difluorocyclohexane-carboxamide